2-(3-fluoro-5-methylphenyl)-2-((1-oxo-1,2,3,4-tetrahydroisoquinolin-7-yl)amino)acetonitrile FC=1C=C(C=C(C1)C)C(C#N)NC1=CC=C2CCNC(C2=C1)=O